N'-diethylethylethylenediamine C(C)C(C)(NCCN)CC